2-(2-(azetidin-1-yl)pyridin-4-yl)-5-(5-methoxypyridin-3-yl)-1H-indole N1(CCC1)C1=NC=CC(=C1)C=1NC2=CC=C(C=C2C1)C=1C=NC=C(C1)OC